BrC=C(COC)Br 1,2-dibromo-3-methoxyprop-1-ene